isovalerylglutamic acid C(CC(C)C)(=O)N[C@@H](CCC(=O)O)C(=O)O